C(C)OC(=O)C1C[C@H]([C@H](C1)O)O.SCC(=O)NCCCCCNC(=O)C=1C=NC(=NC1)N1CCCCC1 N-(5-(2-mercaptoacetylamino)pentyl)-2-(piperidin-1-yl)pyrimidine-5-carboxamide ethyl-(3R,4S)-3,4-dihydroxycyclopentane-1-carboxylate